ClC1=CC=CC(=N1)C12CN(CCC1OC(N2)=O)C2=CN=C(C=C2C(=O)OC)C2=CC(=C(C=C2)F)F methyl 5-(3a-(6-chloropyridin-2-yl)-2-oxohexahydrooxazolo[4,5-c]pyridin-5(4H)-yl)-2-(3,4-difluorophenyl)isonicotinate